N1C=C(C2=CC=CC=C12)CC(=O)Cl 2-(1H-indol-3-yl)acetyl chloride